N-[2-(carbamoyl)benzyl]-1-(2,5-dimethoxy-4-iodophenyl)-2-aminoethane C(N)(=O)C1=C(CNCCC2=C(C=C(C(=C2)OC)I)OC)C=CC=C1